trimethoxysilylethyl-pentamethyltrisiloxane CO[Si](OC)(OC)CC[SiH2]O[Si](O[Si](C)(C)C)(C)C